4,4-diamino-[1,1'-biphenyl]-3,3'-dicarboxylic acid NC1(C(C=C(C=C1)C1=CC(=CC=C1)C(=O)O)C(=O)O)N